rac-6-(((6-cyclopropylimidazo[1,2-a]pyridin-2-yl)methyl)amino)-3-((1S*,2S*)-2-(4-methylpyrimidin-2-yl)cyclopropyl)-4H-benzo[e][1,2,4]thiadiazine 1,1-dioxide C1(CC1)C=1C=CC=2N(C1)C=C(N2)CNC=2C=CC1=C(NC(=NS1(=O)=O)[C@@H]1[C@H](C1)C1=NC=CC(=N1)C)C2 |r|